ClC1=CC=C(C=C1)N1N=CC(=C1NC(C1=CC(=CC=C1)C(F)(F)F)=O)C=1OCCN1 N-(1-(4-chlorophenyl)-4-(4,5-dihydrooxazole-2-yl)-1H-pyrazol-5-yl)-3-(trifluoromethyl)benzamide